4-((6-(2-chloro-5-fluoropyrimidin-4-yl)-4-isopropylquinolin-3-yl)methyl)morpholin-3-one ClC1=NC=C(C(=N1)C=1C=C2C(=C(C=NC2=CC1)CN1C(COCC1)=O)C(C)C)F